(E)-N-(5-chloro-4-(3-chloro-4-fluorophenyl)thiazol-2-yl)-5-((2-hydroxy-3-methoxybenzylidene)amino)-3-methylpyridine-2-sulfonamide ClC1=C(N=C(S1)NS(=O)(=O)C1=NC=C(C=C1C)/N=C/C1=C(C(=CC=C1)OC)O)C1=CC(=C(C=C1)F)Cl